ClC=1C=C(C=CC1)C1CN(C1)CC1=CC(=NC=C1)C=1C=C2CN(C(C2=CC1)=O)C1C(NC(CC1)=O)=O 3-(5-(4-((3-(3-chlorophenyl)azetidin-1-yl)methyl)pyridin-2-yl)-1-oxoisoindolin-2-yl)piperidine-2,6-dione